ClC=1C=CC(=C(C1)NC(C(=O)NC1(NC2=CC=CC=C2C1NC(CCC1=CC=C(C=C1)NC(=O)N1CCC(CC1)C(=O)N1CC(C1)O)=O)C(=O)[O-])=O)N1N=NN=C1 2-(2-((5-chloro-2-(1H-tetrazol-1-yl) phenyl) amino)-2-oxoacetylamino)-3-(4-(4-(3-hydroxyazetidine-1-carbonyl) piperidine-1-carboxamido) phenylpropionamido)-1H-indole-2-carboxylate